8-(4-Chloro-2-methoxy-pyridin-3-yl)-1,4-dioxa-8-aza-spiro[4.5]decane ClC1=C(C(=NC=C1)OC)N1CCC2(OCCO2)CC1